tert-Butyl (S)-4-((R)-4-(tert-butoxy)-2-((S)-2-(5-chloro-1H-indole-2-carboxamido)-3-(naphthalen-2-yl)propanamido)-4-oxobutanamido)-5-((3-methoxyphenyl)amino)-5-oxopentanoate C(C)(C)(C)OC(C[C@H](C(=O)N[C@@H](CCC(=O)OC(C)(C)C)C(=O)NC1=CC(=CC=C1)OC)NC([C@H](CC1=CC2=CC=CC=C2C=C1)NC(=O)C=1NC2=CC=C(C=C2C1)Cl)=O)=O